[Ca].[In].BrC1=C(C=C(C(=C1)OCCCCI)Br)OCCCCI 1,4-dibromo-2,5-bis(4-iodobutoxy)benzene indium-calcium